BrC1=CC=C(C=C1)NC(C(=C)C1=CC=CC=C1)=O N-(4-bromophenyl)-2-phenylacrylamide